CC1(SC(C(C1)C1=C(C(=C(C=C1)F)F)OC)(C)C)C(=O)N methyl-4-(3,4-difluoro-2-methoxyphenyl)-5,5-dimethyltetrahydrothiophene-2-carboxamide